5-[6-(7,8-dimethyl-[1,2,4]triazolo[4,3-b]pyridazin-6-yl)-7,8-dihydro-5H-1,6-naphthyridin-3-yl]isothiazole CC1=C(C=2N(N=C1N1CC=3C=C(C=NC3CC1)C1=CC=NS1)C=NN2)C